C(CC=CC=CCCCCCCCC)(=O)O tetradec-3,5-dienoic acid